1,4-bis(imidazole-1-yl)terephthalic acid N1(C=NC=C1)C1(C(=O)O)C=CC(C(=O)O)(C=C1)N1C=NC=C1